C(CCCCC)C1C(CCCC1C)=O 2-hexyl-3-methylcyclohexan-1-one